2-((4-cyclopropyl-2-(trifluoromethyl)pyrimidin-5-yl)sulfonyl)-2,6-diazaspiro[3.3]heptane C1(CC1)C1=NC(=NC=C1S(=O)(=O)N1CC2(C1)CNC2)C(F)(F)F